F[C@H]1C[C@H](N(C1)C(CN1C[C@H](CC1)NC1=C2C=CC=NC2=C(C=C1)O)=O)C#N (2S,4S)-4-fluoro-1-[2-[(3S)-3-[(8-hydroxy-5-quinolinyl)amino]pyrrolidin-1-yl]acetyl]pyrrolidine-2-carbonitrile